CC1=CC=C(C=N1)C1(C(C=CC=C1)N)N 1-(6-methylpyridin-3-yl)benzene-1,2-diamine